((4-iodo-2-fluorophenyl)amino)-1-methyl-6-oxo-4-(2-oxoethyl)-1,6-dihydropyridine-3-carboxylic acid methyl ester COC(=O)C1=C(N(C(C=C1CC=O)=O)C)NC1=C(C=C(C=C1)I)F